2-methyl-N-[(1S)-1-[3-[2-(methoxymethyl)-4-pyridinyl]-1,2,4-thiadiazol-5-yl]ethyl]-5-(trifluoromethyl)pyrazole-3-carboxamide CN1N=C(C=C1C(=O)N[C@@H](C)C1=NC(=NS1)C1=CC(=NC=C1)COC)C(F)(F)F